(3ar,6ar)-4-((S)-2-amino-3,3-dimethylbutyryl)-N-((S)-1-amino-3-(6-methyl-2-oxo-1,2-dihydroquinolin-3-yl)-1-oxopropan-2-yl)hexahydro-2H-furo[3,2-b]pyrrole-5-carboxamide N[C@H](C(=O)N1[C@H]2[C@@H](CC1C(=O)N[C@H](C(=O)N)CC=1C(NC3=CC=C(C=C3C1)C)=O)OCC2)C(C)(C)C